C1(CCCC1)C1=C(C(=C2C=NC(=NN21)N[C@H]2[C@@H](CN(CC2)S(=O)(=O)C)F)F)C#N 7-cyclopentyl-5-fluoro-2-(((3R,4R)-3-fluoro-1-(methylsulfonyl)piperidin-4-yl)amino)pyrrolo[2,1-f][1,2,4]triazine-6-carbonitrile